C(C(CCCCCCCC)([2H])[2H])(O)([2H])[2H] 1-decanol-d4